trans-6-(4-(1-acetyl-6-(methoxymethyl)piperazin-2-yl)-6-chloropyridin-2-yl)-N-methylpyrimidine-4-carboxamide hydrochloride Cl.C(C)(=O)N1[C@H](CNC[C@@H]1COC)C1=CC(=NC(=C1)Cl)C1=CC(=NC=N1)C(=O)NC